1-(((4-methoxyphenyl)ethynyl)sulfonyl)-2-methylbenzene COC1=CC=C(C=C1)C#CS(=O)(=O)C1=C(C=CC=C1)C